4,4'-dinitro-2,2'-dimethylbiphenyl [N+](=O)([O-])C1=CC(=C(C=C1)C1=C(C=C(C=C1)[N+](=O)[O-])C)C